C12(OCC(C1)C2)C(N)([2H])[2H] (2-oxabicyclo[2.1.1]hexan-1-yl)methane-d2-amine